CC1(NC2=CC=CC=C2C1=O)CC1=NC2=CC=CC=C2C=C1 2-methyl-2-(2-quinolinylmethyl)indolin-3-one